2,2-dimethyl-5-phenylpentanamine CC(CN)(CCCC1=CC=CC=C1)C